C[C@@H]1N(CCN(C1)C1=NC=NC(=C1)C=1NN=C2C=CC(=CC12)OC1(CC1)C)CCC1CCN(CC1)C(=O)OC(C)(C)C tert-butyl 4-[2-[(2S)-2-methyl-4-[6-[5-(1-methylcyclopropoxy)-2H-indazol-3-yl]pyrimidin-4-yl]piperazin-1-yl]ethyl]piperidine-1-carboxylate